(3S)-methyl 5-oxo-1,2,3,5,8,8a-hexahydroindolizine-3-carboxylate O=C1N2[C@@H](CCC2CC=C1)C(=O)OC